C1(C=CC=C1)[Y](C1C=CC=C1)C1C=CC=C1 tri(cyclopentadienyl)yttrium